4-((4-(azetidin-1-yl)-2-oxoquinazolin-1(2H)-yl)methyl)piperidine-1-carboxylic acid tert-butyl ester C(C)(C)(C)OC(=O)N1CCC(CC1)CN1C(N=C(C2=CC=CC=C12)N1CCC1)=O